C(C)(C)(C)OC(=O)N1[C@H](CCC1)CO (R)-1-t-butoxycarbonyl-2-pyrrolidinemethanol